FC(C1=NN=C(S1)NC1=C(C=C(C=C1)F)[N+](=O)[O-])F 5-(difluoromethyl)-N-(4-fluoro-2-nitro-phenyl)-1,3,4-thiadiazol-2-amine